C(OCCCC)(OC1=CC=CC=C1)=O propylmethyl phenyl carbonate